C(C)(=O)C1=CN(C2=CC=C(C=C12)Br)CC(=O)OC(C)(C)C Tert-Butyl 2-(3-acetyl-5-bromo-1H-indol-1-yl)acetate